C1(CC1)N1C(C(C=2C1=CC=1C(=NN=C(C1C2)C)N[C@H](C)C2=CC(=CC=C2)C(C(C)(C)O)(F)F)(C)OCC)=O 1-cyclopropyl-3-ethoxy-3,5-dimethyl-8-[[(1R)-1-[3-(1,1-difluoro-2-hydroxy-2-methyl-propyl)phenyl]ethyl]amino]pyrrolo[2,3-g]phthalazin-2-one